2-((8-oxa-3-azabicyclo[3.2.1]octan-3-yl)methyl)-7-(5-fluoro-2-(((3S,4R)-3-hydroxytetrahydro-2H-pyran-4-yl)amino)pyrimidin-4-yl)-1-isopropyl-3-methylquinolin-4(1H)-one C12CN(CC(CC1)O2)CC=2N(C1=CC(=CC=C1C(C2C)=O)C2=NC(=NC=C2F)N[C@H]2[C@@H](COCC2)O)C(C)C